4-Bromo-6-ethyl-2,10-dimethylimidazo[1,5-h][1,7]naphthyridine BrC1=CC(=NC=2C=3N(C(=CC12)CC)C=NC3C)C